C(=CC)[Si](OCC)(OCC)CCC propenyl-propyldiethoxysilane